1,7-dimethyl-8-(methylsulfonyl)-3-(3-(3-propoxyphenyl)prop-2-yn-1-yl)-1H-purine-2,6(3H,7H)-dione CN1C(N(C=2N=C(N(C2C1=O)C)S(=O)(=O)C)CC#CC1=CC(=CC=C1)OCCC)=O